COC=1C=NC=CC1N1N=C2C(=CC1=O)NN=C2C2=CC=C(C=C2)N2CCN(CC2)C 5-(3-methoxypyrid-4-yl)-3-(4-(4-methylpiperazin-1-yl)phenyl)-1H-pyrazolo[4,3-c]pyridazin-6(5H)-one